COC1=C(C(=CC=C1)OC[C@@H]1CNCCO1)C1=CC(=NN1)NC=1N=CC(=NC1)C#N (S)-5-((5-(2-methoxy-6-(morpholin-2-ylmethoxy)phenyl)-1H-pyrazol-3-yl)amino)pyrazine-2-carbonitrile